Cl.Cl.N1(CCCC1)C1=CC=CC2=C1N(C=N2)CCC[C@H]2NCCC[C@@H]2O (2R,3S)-2-(3-(7-(pyrrolidin-1-yl)-1H-benzo[d]imidazol-1-yl)propyl)piperidin-3-ol dihydrochloride